C1(=CC=C(C=C1)C1CN(CCC1)C=1CCCN1)C1=CC=CC=C1 3-([1,1'-biphenyl]-4-yl)-1-(3,4-dihydro-2H-pyrrol-5-yl)piperidine